ClC1=CC2=C(C=C3N2C(=NN(C3=O)CC(=O)N[C@H]3C[C@@H](CCC3)O)C(C)C)S1 2-(2-Chloro-5-isopropyl-8-oxothieno[2',3':4,5]pyrrolo[1,2-d][1,2,4]triazin-7(8H)-yl)-N-((1R,3R)-3-hydroxycyclohexyl)acetamid